C(C)(C)(C)OC(N([C@@H]1CNCC1)C)=O tert-butyl-(S)-methyl(pyrrolidin-3-yl)carbamate